11-Hydroxy-docos-13-enoic acid OC(CCCCCCCCCC(=O)O)CC=CCCCCCCCC